tert-butyl (4-((2-amino-4-decylphenyl)amino)-4-oxobutyl)carbamate NC1=C(C=CC(=C1)CCCCCCCCCC)NC(CCCNC(OC(C)(C)C)=O)=O